OCCN1CCC(CC1)C1CN(C1)C(=O)OC(C)(C)C tert-butyl 3-(1-(2-hydroxyethyl)piperidin-4-yl)azetidine-1-carboxylate